C([O-])([O-])=O.[Rb+].[Rb+] rubidium carbonate salt